3-(2-methylphenyl)-1H-pyrazol-5-amine CC1=C(C=CC=C1)C1=NNC(=C1)N